2-[3-[4-(3,3-Difluoroazetidine-1-carbonyl)-3-(difluoromethoxy)-5-methoxy-phenyl]imidazo[1,2-a]pyridin-7-yl]-2-methyl-propionitrile FC1(CN(C1)C(=O)C1=C(C=C(C=C1OC)C1=CN=C2N1C=CC(=C2)C(C#N)(C)C)OC(F)F)F